methyl (2R,4S,5R,6R)-6-((1R,2R)-3-(2-(4-(difluoromethyl)phenyl)acetamido)-1,2-dihydroxypropyl)-4-hydroxy-5-(2-hydroxyacetamido)-2-(p-tolylthio)tetrahydro-2H-pyran-2-carboxylate FC(C1=CC=C(C=C1)CC(=O)NC[C@H]([C@@H](O)[C@H]1[C@@H]([C@H](C[C@](O1)(C(=O)OC)SC1=CC=C(C=C1)C)O)NC(CO)=O)O)F